3-(3-(2-(5-cyano-2-formyl-3-hydroxyphenoxy) acetamido)-1H-pyrazol-5-yl)cyclopentyl isopropylcarbamate C(C)(C)NC(OC1CC(CC1)C1=CC(=NN1)NC(COC1=C(C(=CC(=C1)C#N)O)C=O)=O)=O